BrC1=C(C=CC=C1)C=1C(=NC=CC1)C1=NC(=CC=C1)C1=NC=CC=C1 (2-bromophenyl)-2,2':6',2''-terpyridine